1-benzyl-3-methylimidazole bromine salt [Br].C(C1=CC=CC=C1)N1CN(C=C1)C